tris(trimethyl-silyl)silane C[Si](C)(C)[SiH]([Si](C)(C)C)[Si](C)(C)C